racemic-3-(2-amino-[1,2,4]triazolo[1,5-a]pyridin-7-yl)-N-(2,2-difluoro-3-(4-fluorophenyl)-3-hydroxybutyl)-2-fluoro-6-methylbenzamide NC1=NN2C(C=C(C=C2)C=2C(=C(C(=O)NCC([C@](C)(O)C3=CC=C(C=C3)F)(F)F)C(=CC2)C)F)=N1 |r|